COC(C1=CC(=C(C=C1)CC(=O)OC)Cl)=O.SCC1=C(C=CC=C1)CS 1,2-bis(mercaptomethyl)benzene Methyl-3-chloro-4-(2-methoxy-2-oxoethyl)benzoate